8-(4-(2-ethoxy-1,1-difluoro-2-oxoethyl)phenyl)oct-7-enoic acid C(C)OC(C(F)(F)C1=CC=C(C=C1)C=CCCCCCC(=O)O)=O